methyl 4-(6-chloropyrazin-2-yl)benzoate ClC1=CN=CC(=N1)C1=CC=C(C(=O)OC)C=C1